CN1C(=CC2=CC=CC=C12)C 1,2-dimethyl-1H-indole